C(N)(=O)C1=C(C=CC(=C1)C=1C=NC(=CC1)OC)NC(CC(=O)OCC)=O ethyl 3-((2-carbamoyl-4-(6-methoxypyridin-3-yl) phenyl) amino)-3-oxopropanoate